1-((1R,2S)-2-fluorocyclopropyl)-2-oxo-1,2-dihydropyridin F[C@@H]1[C@@H](C1)N1C(C=CC=C1)=O